CC=1C(=NOC1C)NS(=O)(=O)C1=CC=CC=C1 N-(4,5-dimethyl-1,2-oxazol-3-yl)benzenesulfonamide